S1C(=NC=C1)C=1C=CC(NN1)=O 6-(thiazol-2-yl)pyridazin-3(2H)-one